6-fluoro-1-methyl-2-oxo-4-{4-[4-(trifluoromethoxy)phenoxy]piperidin-1-yl}-1,2-dihydroquinoline-3-carbonitrile FC=1C=C2C(=C(C(N(C2=CC1)C)=O)C#N)N1CCC(CC1)OC1=CC=C(C=C1)OC(F)(F)F